ClC=1C(=NC=C(C1)C=1N=CC2=C(C=CC=C2C1)B1OC(C(O1)(C)C)(C)C)C(=O)OC methyl 3-chloro-5-(8-(4,4,5,5-tetramethyl-1,3,2-dioxaborolan-2-yl)isoquinolin-3-yl)picolinate